3-(5-(6-amino-4-(4-(methylsulfonyl)piperazin-1-yl)pyridin-2-yl)-1-oxoisoindolin-2-yl)piperidine-2,6-dione NC1=CC(=CC(=N1)C=1C=C2CN(C(C2=CC1)=O)C1C(NC(CC1)=O)=O)N1CCN(CC1)S(=O)(=O)C